Benzyl 4-[(3S)-4-tert-butoxycarbonyl-3-(cyanomethyl)piperazin-1-yl]-2-[3-[(1S,4S)-2-oxa-5-azabicyclo[2.2.1]heptan-5-yl]propoxy]-6,8-dihydro-5H-pyrido[3,4-d]pyrimidine-7-carboxylate C(C)(C)(C)OC(=O)N1[C@H](CN(CC1)C=1C2=C(N=C(N1)OCCCN1[C@@H]3CO[C@H](C1)C3)CN(CC2)C(=O)OCC2=CC=CC=C2)CC#N